N-carbobenzoxy-β-alanine C(=O)(OCC1=CC=CC=C1)NCCC(=O)O